(1R,2S)-2-phenyl-cyclopropan-1-amine C1(=CC=CC=C1)[C@H]1[C@@H](C1)N